C1(CC1)C1=C(C(=NO1)C=1C=NC=CC1C(F)(F)F)C1=CC2(C1)CCN(CC2)C=2C=C1C=CC=NC1=CC2 6-(2-(5-Cyclopropyl-3-(4-(trifluoromethyl)pyridin-3-yl)isoxazol-4-yl)-7-azaspiro[3.5]non-1-en-7-yl)chinolin